(S)-N-(4'-((2-(1,1-difluoroethyl)-6-methylpyrimidin-4-yl)amino)-4-(1-(dimethylamino)ethyl)-[2,3'-bipyridin]-6'-yl)acetamide FC(C)(F)C1=NC(=CC(=N1)NC1=C(C=NC(=C1)NC(C)=O)C1=NC=CC(=C1)[C@H](C)N(C)C)C